FC(C1=NN=C(S1)C1=CN=C2N1C=C(C=C2N2C[C@@H](O[C@H](C2)C)C(=O)N)S(NC2(CC2)C)(=O)=O)F |o1:18,20| rel-(2R,6S)-4-(3-(5-(difluoromethyl)-1,3,4-thiadiazol-2-yl)-6-(N-(1-methylcyclopropyl)sulfamoyl)imidazo[1,2-a]pyridin-8-yl)-6-methylmorpholine-2-carboxamide